[(2R,3S,5R)-5-[6-[butanoyl(tert-butoxy carbonyl)amino]-2-fluoro-purin-9-yl]-2-ethynyl-3-(4-methylbenzoyl)oxy-tetrahydrofuran-2-yl]methyl 4-methylbenzoate CC1=CC=C(C(=O)OC[C@]2(O[C@H](C[C@@H]2OC(C2=CC=C(C=C2)C)=O)N2C3=NC(=NC(=C3N=C2)N(C(=O)OC(C)(C)C)C(CCC)=O)F)C#C)C=C1